4-oxo-3-(phenylamino)-2-(thiazol-2-yl)-1,4,6,7-tetrahydro-5H-pyrrolo[3,2-c]pyridine-5-carboxylic acid tert-butyl ester C(C)(C)(C)OC(=O)N1C(C2=C(CC1)NC(=C2NC2=CC=CC=C2)C=2SC=CN2)=O